((5-(Difluoromethyl)-1H-pyrazol-3-yl)methyl)-3-(6-(difluoromethyl)pyridin-2-yl)-1-(2-methoxypyrimidin-5-yl)urea FC(C1=CC(=NN1)CN(C(=O)NC1=NC(=CC=C1)C(F)F)C=1C=NC(=NC1)OC)F